1,3-bis(trimethylsilyl)-imidazole-2-thione C[Si](N1C(N(C=C1)[Si](C)(C)C)=S)(C)C